[Cu].[Fe].[Pt] platinum-iron-copper